2-heptyl-4-(3,4,5-trifluorobenzylamino)-7-methoxychroman hydrochloride Cl.C(CCCCCC)C1OC2=CC(=CC=C2C(C1)NCC1=CC(=C(C(=C1)F)F)F)OC